N-(2-(2-methoxypyrimidin-4-yl)-1-methyl-1H-pyrrolo[3,2-c]pyridin-6-yl)cyclopropanecarboxamide COC1=NC=CC(=N1)C1=CC=2C=NC(=CC2N1C)NC(=O)C1CC1